3-(6-(4-methoxyphenyl)-1-((2-(trimethylsilyl)ethoxy)methyl)-1H-benzo[d]imidazol-2-yl)-1-((2-(trimethylsilyl)ethoxy)methyl)-1H-indazole-5-carboxylic acid COC1=CC=C(C=C1)C=1C=CC2=C(N(C(=N2)C2=NN(C3=CC=C(C=C23)C(=O)O)COCC[Si](C)(C)C)COCC[Si](C)(C)C)C1